NC1=CC=CC(=N1)S(=O)(=O)NC(=O)C=1C=CC(=NC1N1C[C@H](CCC1)C1=CC=CC=C1)C=1C=NC(=CC1)OC(C)C (R)-N-((6-aminopyridin-2-yl)sulfonyl)-6'-isopropoxy-6-(3-phenylpiperidin-1-yl)-[2,3'-bipyridin]-5-carboxamid